5-ethynyl-6-fluoro-4-(8-fluoro-2-(((2R,7aS)-2-fluorotetrahydro-1H-pyrrolizin-7a(5H)-yl)methoxy)-5-((3-(oxiran-2-yl)phenyl)amino)pyrido[4,3-d]pyrimidin-7-yl)naphthalen-2-ol C(#C)C1=C2C(=CC(=CC2=CC=C1F)O)C1=C(C=2N=C(N=CC2C(=N1)NC1=CC(=CC=C1)C1OC1)OC[C@]12CCCN2C[C@@H](C1)F)F